3-(3-(4-(4-fluorophenoxy)phenoxy)azetidin-1-yl)-2-(1H-pyrrol-1-yl)benzoic acid FC1=CC=C(OC2=CC=C(OC3CN(C3)C=3C(=C(C(=O)O)C=CC3)N3C=CC=C3)C=C2)C=C1